pyrrolidin-3-yl-phosphate N1CC(CC1)OP(=O)([O-])[O-]